ethyl amino(cyano)acetate 4-methylbenzenesulfonate CC1=CC=C(C=C1)S(=O)(=O)O.NC(C(=O)OCC)C#N